2-(chlorosulfonyl)-anthraquinone ClS(=O)(=O)C1=CC=2C(C3=CC=CC=C3C(C2C=C1)=O)=O